CC1=C(C=CC(=C1)C)S(=O)(=O)C=1N=NN2C1NC(C1=CC=C(C=C21)OCCOC)=O 3-(2,4-dimethylphenyl)sulfonyl-8-(2-methoxyethoxy)-4H-triazolo[1,5-a]quinazolin-5-one